C1(CC1)C1=CC(=NC=C1)S(=O)(=O)Cl 4-cyclopropylpyridine-2-sulfonyl chloride